C(C)N1C(=NN(C1=O)C1=C(C=C2C(C(=CN(C2=C1)C(C)C)C=1C=CC(=C(C1)C)F)=O)F)CO 7-(4-ethyl-3-(hydroxymethyl)-5-oxo-4,5-dihydro-1H-1,2,4-triazol-1-yl)-6-fluoro-3-(2-fluoro-5-tolyl)-1-isopropylquinolin-4(1H)-one